[Si](C)(C)(C(C)(C)C)OCCCOC1=NN(C=C1[N+](=O)[O-])C1=C(N=C(O1)C)C 5-(3-(3-((tert-butyldimethylsilyl)oxy)propoxy)-4-nitro-1H-pyrazol-1-yl)-2,4-dimethyloxazole